ClC1=C(C=CC2=C1C(=N[C@H](C=1N2C=CC(N1)=O)C)C1=C(C(=CC=C1F)O)F)Cl (5S)-8,9-dichloro-7-(2,6-difluoro-3-hydroxy-phenyl)-5-methyl-5H-pyrimido[1,2-a][1,4]benzodiazepin-3-one